N-[(2-Fluorophenyl)methyl]-6-[3-(trifluoromethyl)-2H-pyrazol-4-yl]-1H-pyrrolo[2,3-b]pyridine-2-carboxamide FC1=C(C=CC=C1)CNC(=O)C1=CC=2C(=NC(=CC2)C2=C(NN=C2)C(F)(F)F)N1